5-(5'-fluoro-4,6'-dimethyl-[3,4'-bipyridin]-2'-yl)-3-(4-methylthiazol-2-yl)-1,2,4-oxadiazole FC=1C(=CC(=NC1C)C1=NC(=NO1)C=1SC=C(N1)C)C=1C=NC=CC1C